(E)-5-(3-(5-fluoro-6-methylpyridin-3-yl)acryloyl)-4-methylthiothieno[2,3-b]pyridin-6(7H)-one FC=1C=C(C=NC1C)/C=C/C(=O)C1=C(C2=C(NC1=O)SC=C2)SC